C(C)C(CC(=O)NC(C(=O)O)CCN(CCCCC1=NC=2NCCCC2C=C1)CC1=CC=C(C=C1)F)CC 2-(3-ethylpentanoylamino)-4-[(4-fluorophenyl)methyl-[4-(5,6,7,8-tetrahydro-1,8-naphthyridin-2-yl)butyl]amino]butanoic acid